FC(CCC(=O)O)(CO)F 4,4-difluoro-5-hydroxypentanoic acid